xanthene-6-sulfonate C1=CC=CC=2OC3=CC(=CC=C3CC12)S(=O)(=O)[O-]